(S)-(3-((3-borono-5-bromo-N-(5,6-diamino-6-oxohexyl)benzamido)methyl)-5-methoxyphenyl)boronic acid B(O)(O)C=1C=C(C(=O)N(CCCC[C@@H](C(=O)N)N)CC=2C=C(C=C(C2)OC)B(O)O)C=C(C1)Br